ClC=1C=C2C=NN(C2=C(C1)C(=O)NC1CC2(CC(C2)CC(=O)O)C1)CC=1C=NC(=NC1)C1=CC(=CC=C1)OC (6-(5-chloro-1-((2-(3-methoxyphenyl)pyrimidin-5-yl)methyl)-1H-indazole-7-carboxamido)spiro[3.3]heptan-2-yl)acetic acid